NC1=CC(=C(C=C1)C=1C=NC=C(C1)C=1C=NN(C1)C)F 3-(4-amino-2-fluorophenyl)-5-(1-methyl-1H-pyrazol-4-yl)pyridine